NC1=NC=CC=C1CN1CC2=C(CC1)C(=CS2)C(=O)NC2=CC(=CC(=C2)C(F)(F)F)F 6-((2-aminopyridin-3-yl)methyl)-N-(3-fluoro-5-(trifluoromethyl)phenyl)-4,5,6,7-tetrahydrothieno[2,3-c]pyridine-3-carboxamide